Methyl 3-[[(3R,4R)-4-[4-chloro-2-(5-fluoro-2-pyridyl)-1H-imidazol-5-yl]-3-methyl-1-piperidyl]sulfonyl]-2,2-dimethyl-propanoate ClC=1N=C(NC1[C@H]1[C@H](CN(CC1)S(=O)(=O)CC(C(=O)OC)(C)C)C)C1=NC=C(C=C1)F